tert-butyl 5-{[4-(2-methanesulfonylprop-2-yl)-6-[(3R)-3-methylmorpholin-4-yl] pyridin-2-yl] amino}-3-methyl-1H-pyrazole-1-carboxylate CS(=O)(=O)C(C)(C)C1=CC(=NC(=C1)N1[C@@H](COCC1)C)NC1=CC(=NN1C(=O)OC(C)(C)C)C